ClC1=CC=C(C=C1)NC(=O)NC1CCCCC1 1-(4-chlorophenyl)-3-cyclohexylurea